(S)-5-(2-hydroxy-propan-2-yl)-N'-((3,5,6,7-tetrahydro-2H-indeno[5,6-b]furan-8-yl)carbamoyl)thiazole-2-sulfonimidamide OC(C)(C)C1=CN=C(S1)[S@](=O)(N)=NC(NC1=C2CCCC2=CC2=C1OCC2)=O